Norbornyl acrylate C=CC(=O)OC1C[C@H]2CC[C@@H]1C2